N-(4-Methoxyphenyl)-2-oxo-2-(4-phenylpiperazin-1-yl)acetamide (3-(methoxymethoxy)-9-(methylsulfonyloxymethyl)fluoren-9-yl)methyl-methanesulfonate COCOC=1C=CC=2C(C3=CC=CC=C3C2C1)(COS(=O)(=O)C)CCS(=O)(=O)O.COC1=CC=C(C=C1)NC(C(N1CCN(CC1)C1=CC=CC=C1)=O)=O